1-(5-(bis(4-methoxybenzyl)amino)-2-(1H-imidazol-1-yl)phenyl)-4,4-difluorocyclohexane-1-ol COC1=CC=C(CN(C=2C=CC(=C(C2)C2(CCC(CC2)(F)F)O)N2C=NC=C2)CC2=CC=C(C=C2)OC)C=C1